Methylen-diphenylendiisocyanat C(C1=C(C=CC=C1)N=C=O)C1=C(C=CC=C1)N=C=O